C1(CC1)C=1N=CN(C1)C1=C(C=C2CCN(C(C2=C1)=O)C1=NC(=CC=C1)C1=NN=CN1C(C)C)C 7-(4-Cyclopropyl-1H-imidazol-1-yl)-2-(6-(4-isopropyl-4H-1,2,4-triazol-3-yl)pyridin-2-yl)-6-methyl-3,4-dihydroisoquinolin-1(2H)-one